6-(2-((4,4-dimethylcyclohexyl)amino)-4-methoxypyrrolo[2,1-f][1,2,4]triazin-5-yl)-N-methylimidazo[1,2-a]pyridine-3-carboxamide CC1(CCC(CC1)NC1=NN2C(C(=N1)OC)=C(C=C2)C=2C=CC=1N(C2)C(=CN1)C(=O)NC)C